(2-(1-methyl-1H-pyrazol-4-yl)pyridin-4-yl)methanol CN1N=CC(=C1)C1=NC=CC(=C1)CO